N-[5-([1-[4-(trifluoromethyl)phenyl]prop-2-yl]oxy)-1H-indol-3-yl]acetamide 2-azabicyclo[2.1.1]hexane-2-carboxylate C12N(CC(C1)C2)C(=O)O.FC(C2=CC=C(C=C2)CC(C)OC=2C=C1C(=CNC1=CC2)NC(C)=O)(F)F